[4-[3-amino-6-(2-hydroxyphenyl)pyridazin-4-yl]-2-methyl-piperazin-1-yl]-(2-phenylcyclopropyl)methanone NC=1N=NC(=CC1N1CC(N(CC1)C(=O)C1C(C1)C1=CC=CC=C1)C)C1=C(C=CC=C1)O